C(=O)([O-])CN([C@@H](CCC(=O)[O-])C(=O)[O-])CC(=O)[O-].[Na+].[Na+].[Na+].[Na+] Tetranatrium N,N-bis(carboxylato-methyl)-L-glutamat